C(C=C)(=O)SC(CSC=1SC(=NN1)SCCC)CCC 2-acryloylthio-n-pentylthio-5-n-propylthio-1,3,4-thiadiazole